ClC=1C=C(C=CC1OC(F)(F)F)C(=O)N1CCC(CC1)C1=NOC(=C1)NCCO [3-chloro-4-(trifluoromethoxy)phenyl]-[4-[5-(2-hydroxyethylamino)isoxazol-3-yl]-1-piperidyl]methanone